zinc hydroxymethylphosphinate OCP([O-])=O.[Zn+2].OCP([O-])=O